pentaerythritol tetra(2-ethyl caproate) C(C)C(C(=O)OCC(COC(C(CCCC)CC)=O)(COC(C(CCCC)CC)=O)COC(C(CCCC)CC)=O)CCCC